[C@H]12CN(C[C@H](CC1)N2)C=2C1=C(N=C(N2)OC[C@]23CCCN3C[C@@H](C2)F)C(=C(N=C1)C=1C=C(C=C2C=CN=C(C12)CC)O)F 8-(4-((1R,5S)-3,8-diazabicyclo[3.2.1]octan-3-yl)-8-fluoro-2-(((2R,7aS)-2-fluorotetrahydro-1H-pyrrolizin-7a(5H)-yl)methoxy)pyrido[4,3-d]pyrimidin-7-yl)-1-ethylisoquinolin-6-ol